2-chloro-N-[(3R)-3-piperidinyl]acetamide hydrochloride Cl.ClCC(=O)N[C@H]1CNCCC1